C1(=CC=CC2=CC=CC=C12)C1=CC=CC2=CC=CC=C12 1,1'-binaphthaline